(+)-γ-Ionone CC(=O)/C=C/[C@@H]1C(=C)CCCC1(C)C